didodecyl-amine phosphate P(=O)(O)(O)O.C(CCCCCCCCCCC)NCCCCCCCCCCCC